2-(thiazol-2-yl)ethan-1-one S1C(=NC=C1)CC=O